furandicarboxylate O1C(=C(C=C1)C(=O)[O-])C(=O)[O-]